C(CCCCCCCCCCC)OC1=CC=C(C=C1)C(=O)C(=O)C1=CC=CC=C1 4-dodecoxybenzil